4-(7-(2,3-dichloro-6-hydroxyphenyl)imidazo[1,2-a]pyridin-2-yl)pyrrolidin-2-one ClC1=C(C(=CC=C1Cl)O)C1=CC=2N(C=C1)C=C(N2)C2CC(NC2)=O